C(OCC=C)(OC1=CC=C(C=C1)C=CC(=O)C=1C(=CC2=C(C=CC(O2)(C)C)C1O)OC)=O (E)-allyl (4-(3-(5-hydroxy-7-methoxy-2,2-dimethyl benzopyran-6-yl)-3-oxo-prop-1-en-1-yl) phenyl) carbonate